Cl.N1[C@H](CNCC1)CC#N (S)-2-piperazineacetonitrile hydrochloride